NC=1C(=NN(C1C)C1CN(C1)C(=O)OC(C)(C)C)C Tert-Butyl 3-(4-amino-3,5-dimethyl-pyrazol-1-yl)azetidine-1-carboxylate